3-(3-((tert-Butyldimethylsilyl)oxy)propoxy)-4-nitro-1H-pyrazole [Si](C)(C)(C(C)(C)C)OCCCOC1=NNC=C1[N+](=O)[O-]